C(C1=CC=CC=C1)N(CCO)C 2-(benzyl-(methyl)amino)ethane-1-ol